ClC=1C=C(C(=O)OC)C(=CN1)NC(=O)NC(C(Cl)(Cl)Cl)=O methyl 2-chloro-5-(3-(2,2,2-trichloroacetyl)ureido)isonicotinate